diphenyl-(1-phenylvinyl)silane (9H-fluoren-9-yl)methylmethyl(2-(piperidin-4-yl)ethyl)carbamate C1=CC=CC=2C3=CC=CC=C3C(C12)COC(N(CCC1CCNCC1)C)=O.C1(=CC=CC=C1)[SiH](C(=C)C1=CC=CC=C1)C1=CC=CC=C1